CC1=C(C(=C(C(=C1)SC)N)SC)N 4-methyl-2,6-bis(methylsulfanyl)-1,3-phenylenediamine